C(#N)CCN(C=1C=CC(=NC1)OCCN1[C@H](CN(C[C@H]1C)C(=O)OCC1=CC=CC=C1)C)C(=O)OC benzyl (3S,5R)-4-(2-((5-((2-cyanoethyl)(methoxycarbonyl)amino)pyridin-2-yl)oxy)ethyl)-3,5-dimethylpiperazine-1-carboxylate